COC1=C(C=CC(=C1)C(C)(CCCCCC)C)[C@@H]1C[C@@H](CCC1)O (1R,3S)-3-[2-methoxy-4-(2-methyloctan-2-yl)phenyl]cyclohexan-1-ol